menthylpyroglutamate C1(CC(C(CC1)C(C)C)N1[C@@H](CCC1=O)C(=O)[O-])C